1-(Benzo[d][1,2,3]thiadiazol-7-yl)-N-(5-chloro-6-(2H-1,2,3-triazol-2-yl)-pyridin-3-yl)-5-(trifluoromethyl)-1H-pyrazol-4-carboxamid S1N=NC2=C1C(=CC=C2)N2N=CC(=C2C(F)(F)F)C(=O)NC=2C=NC(=C(C2)Cl)N2N=CC=N2